BrC1=C2C=C(N=CC2=CC=C1)N 5-bromoisoquinolin-3-amine